ClC1=C(C=C2C(=N1)CO[C@@H]2C)C(=O)OC methyl (5R)-2-chloro-5-methyl-5,7-dihydrofuro[3,4-b]pyridine-3-carboxylate